5-(4-benzyloxy-5-methyl-2-propyl-pyrazol-3-yl)-2-methyl-1,2,4-triazole-3-thiol C(C1=CC=CC=C1)OC1=C(N(N=C1C)CCC)C=1N=C(N(N1)C)S